ClC1=CC(=C(C=C1)NC=O)C=O N-(4-chloro-2-formylphenyl)formamide